O=C1NC(CCC1N1C(C2=C3C(C(=CC=C13)CNC(CCCCCCCCCCC(=O)NCCN(C)CC1=CC=C(C=C1)NC1=C(C(=C(C=C1)C1=CC(=CC=C1)OC)F)OC)=O)=CC=C2)=O)=O N1-((1-(2,6-dioxopiperidin-3-yl)-2-oxo-1,2-dihydrobenzo[cd]indol-6-yl)methyl)-N12-(2-((4-((2-fluoro-3,3'-dimethoxy-[1,1'-biphenyl]-4-yl)amino)benzyl)(methyl)amino)ethyl)dodecanediamide